C(C)(C)(C)OC(=O)N1C[C@@H]2COC3=C(CN2CC1)C=C(C(=C3Cl)C3=C(C=CC=C3OC)Cl)C#CC (12aR)-10-chloro-9-(2-chloro-6-methoxyphenyl)-8-(prop-1-yn-1-yl)-3,4,12,12a-tetrahydro-6H-pyrazino[2,1-c][1,4]benzoxazepine-2(1H)-carboxylic acid tert-butyl ester